dipropoxysilane C(CC)O[SiH2]OCCC